1,1-Dimethylsilinan-4-one C[Si]1(CCC(CC1)=O)C